C(CCCCCCCCCCC(=O)Cl)(=O)Cl dodecanedioyl dichloride